[4-(ethoxycarbonyl)-1,5-dimethylpyrrol-2-yl]-7-{[(3S)-3-(piperidin-1-ylmethyl)-3,4-dihydro-1H-isoquinolin-2-yl]carbonyl}-3,4-dihydro-1H-isoquinoline-2-carboxylic acid tert-butyl ester C(C)(C)(C)OC(=O)N1C(C2=CC(=CC=C2CC1)C(=O)N1CC2=CC=CC=C2C[C@H]1CN1CCCCC1)C=1N(C(=C(C1)C(=O)OCC)C)C